2-(2-oxopiperidin-1-yl)pyridin O=C1N(CCCC1)C1=NC=CC=C1